1-methyl-3-(2-phenyl-1-(trifluoromethyl)vinyl)-1H-pyrrolo[2,3-b]pyridin-5-amine CN1C=C(C=2C1=NC=C(C2)N)C(=CC2=CC=CC=C2)C(F)(F)F